(3-Chloropyridine) Palladium dichloride [Pd](Cl)Cl.ClC=1C=NC=CC1